3-(2,4-bis(tert-butoxycarbonyl)-6-((di-tert-butoxyphosphoryl)oxy)phenyl)-3-methylbutanoic acid C(C)(C)(C)OC(=O)C1=C(C(=CC(=C1)C(=O)OC(C)(C)C)OP(=O)(OC(C)(C)C)OC(C)(C)C)C(CC(=O)O)(C)C